2'-(N-(4,5-dimethylisoxazol-3-yl)-N-(methoxymethyl)sulfamoyl)-2-(ethoxymethyl)-[1,1'-biphenyl]-4-carboxylic acid CC=1C(=NOC1C)N(S(=O)(=O)C1=C(C=CC=C1)C1=C(C=C(C=C1)C(=O)O)COCC)COC